(1-isobutyl-7'-(trifluoromethyl)spiro[azetidine-3,4'-chromeno[4,3-d]thiazol]-2'-yl)-4,6-dimethoxypyrimidine-5-carboxamide C(C(C)C)N1CC2(OC=3C=C(C=CC3C=3N=C(SC32)C3=NC(=C(C(=N3)OC)C(=O)N)OC)C(F)(F)F)C1